(S)-5-(((1-tosylpyrrolidin-3-yl)oxy)methyl)-1,3,4-thiadiazol-2-amine S(=O)(=O)(C1=CC=C(C)C=C1)N1C[C@H](CC1)OCC1=NN=C(S1)N